(RS)-13-((RS)-1,3-dihydroxypropyl)oxatridecan-2-one O[C@@H](CCO)CCCCCCCCCCCC(O)=O |r|